NC(=N)NCCS(=O)(=O)O 2-([amino(imino)methyl]amino)ethane-1-sulfonic acid